N(=C=O)CC(CCCCCCCCCCCCCCCC)N=C=O 1,2-diisocyanatooctadecane